COC1C[C@@H]([C@H](O1)C(O)([2H])[2H])OCC1=CC2=CC=CC=C2C=C1 ((2R,3S)-5-methoxy-3-(naphthalen-2-ylmethoxy)tetrahydrofuran-2-yl)methane-d2-ol